1-(4-((3-amino-4-nitrophenyl)thio)phenyl)piperidin-4-ol NC=1C=C(C=CC1[N+](=O)[O-])SC1=CC=C(C=C1)N1CCC(CC1)O